C1(CCC2C3CCC(=C12)C3)CCC(=O)O[C@@H]3COCC[C@H]3NC3=NC1=C(C=C(C=C1C=N3)C(F)F)N3CC1(CNC1)C(C3)(F)F (3S,4R)-4-((8-(8,8-difluoro-2,6-diazaspiro[3.4]oct-6-yl)-6-(difluoromethyl)quinazolin-2-yl)amino)tetrahydro-2H-pyran-3-ol hexahydro-4,7-methanoindenepropionate